NC1=NC=2C=C(C(=CC2C=2N1N=C(N2)[C@@H]2CC[C@@H](NC2)C)F)OC (2S,5R)-5-(5-amino-9-fluoro-8-methoxy-[1,2,4]triazolo[1,5-c]quinazolin-2-yl)-2-methylpiperidine